CN1N=CC(=C1C)C1CN(CC2=CC=CC=C12)C(CCCC=C(F)F)=O 1-[4-(1,5-dimethylpyrazol-4-yl)-3,4-dihydro-1H-isoquinolin-2-yl]-6,6-difluoro-hex-5-en-1-one